ClC1=C2C(=NC=C1)NC(=C2)C#N 4-chloro-1H-pyrrolo[2,3-b]Pyridine-2-carbonitrile